C(C)C=1C=2C3=CN=C(C(OC(C4=CC(=CC=C4C4=NN(C=C4CC2ON1)C)F)C)=N3)N 3-ethyl-16-fluoro-10,19-dimethyl-5,20-dioxa-4,10,11,23,25-pentaazapentacyclo[19.3.1.02,6.08,12.013,18]pentacosa-1(24),2(6),3,8,11,13,15,17,21(25),22-decaen-22-amine